tert-butyl (2S)-2-(hydroxymethyl)-2-methylpyrrolidine-1-carboxylate OC[C@]1(N(CCC1)C(=O)OC(C)(C)C)C